tert-Butyl 4-(3-(5-bromo-3-(2,5-dimethyl-1H-pyrrol-1-yl)-1H-pyrazol-1-yl)phenyl)piperazine-1-carboxylate BrC1=CC(=NN1C=1C=C(C=CC1)N1CCN(CC1)C(=O)OC(C)(C)C)N1C(=CC=C1C)C